(R)-tert-butyl (1-(2-methyl-7-nitroquinazolin-4-yl)pyrrolidin-3-yl)carbamate CC1=NC2=CC(=CC=C2C(=N1)N1C[C@@H](CC1)NC(OC(C)(C)C)=O)[N+](=O)[O-]